5-((S)-1-cyclopropyl-ethoxy)-4-methoxy-pyridine-2-carboxylic acid methyl ester COC(=O)C1=NC=C(C(=C1)OC)O[C@@H](C)C1CC1